4-methyl-1,2,3,4-tetrahydrobenzo[4,5]imidazo[1,2-a]pyridine CC1C=2N(CCC1)C1=C(N2)C=CC=C1